dimethoxyethane phthalate C(C=1C(C(=O)O)=CC=CC1)(=O)O.C(OC)COC